1-(3-[5H,6H,7H-pyrrolo[1,2-a]imidazol-7-ylmethoxy]pyridin-4-yl)methanamine N1=C2N(C=C1)CCC2COC=2C=NC=CC2CN